ethyl (S)-2-(4-((1,2-dimethyl-6-((1-(4-(trifluoromethyl)phenyl)ethyl)carbamoyl)-1H-indol-3-yl)methyl)phenoxy)-2-methylpropanoate CN1C(=C(C2=CC=C(C=C12)C(N[C@@H](C)C1=CC=C(C=C1)C(F)(F)F)=O)CC1=CC=C(OC(C(=O)OCC)(C)C)C=C1)C